BrC=1C=C(C=C(C1)F)CCC#N 3-(3-bromo-5-fluorophenyl)propanenitrile